[Co].[Fe].[Ni].[Co].[W] tungsten-cobalt-nickel-iron-cobalt